C(#N)C=1C=C(C=C(C1)F)[C@H]1N(OCC1)C(=O)C12CCC(CC1)(C2)CC=2C=CC(=C(C(=O)N)C2)C 5-[[4-[(3S)-3-(3-cyano-5-fluoro-phenyl)isoxazolidine-2-carbonyl]norbornan-1-yl]methyl]-2-methyl-benzamide